ClC1=C(C=CC=C1)C=1C=C2CN(CC2=CC1)C(CN1N=C(N=C1)C#N)=O 1-(2-(5-(2-chlorophenyl)isoindolin-2-yl)-2-oxoethyl)-1H-1,2,4-triazole-3-carbonitrile